NC12C(OC3=C1C=C(C(=C3)C)C)(C3=CC=CC=C3C2=O)O 9b-amino-4b-hydroxy-7,8-dimethyl-4bH-indeno[1,2-b]benzofuran-10(9bH)-one